8,8-dimethyl-7-oxo-2-(pyridine-3-carbonyl)-2-azaspiro[3.5]non-5-ene-6-carbonitrile CC1(C(C(=CC2(CN(C2)C(=O)C=2C=NC=CC2)C1)C#N)=O)C